(S)-2-(4-(7-chloropyrazolo[1,5-a]pyridin-2-yl)-1,4,6,7-tetrahydro-5H-imidazo[4,5-c]pyridin-5-yl)-5-(2,6-difluorophenyl)-1,3,4-oxadiazole ClC1=CC=CC=2N1N=C(C2)[C@H]2N(CCC1=C2N=CN1)C=1OC(=NN1)C1=C(C=CC=C1F)F